CC(CCCCC)C=1OCCCN1 2-(methylhexyl)-4,5-dihydro-1,3-oxazine